NCCN1CCNCC1 (2-aminoethyl)piperazin